CC1=C(C(=CC=C1)C)C(=O)C1=C(C2=C(S1)C=C(C=C2)O)OC2=CC=C(C=C2)OCCN2C[C@@H](CC2)CF (R)-(2,6-dimethylphenyl)(3-(4-(2-(3-(fluoromethyl)pyrrolidin-1-yl)ethoxy)phenoxy)-6-hydroxybenzo[b]thiophen-2-yl)methanone